C(C)OC(CC(CCCCCCCC)CN)=O 3-Aminomethyl-Undecanoic Acid Ethyl Ester